1-[4-[[6-[2-(3-chlorophenoxy)pyrimidin-5-yl]pyrazin-2-yl]amino]-1-piperidyl]prop-2-en-1-one ClC=1C=C(OC2=NC=C(C=N2)C2=CN=CC(=N2)NC2CCN(CC2)C(C=C)=O)C=CC1